COC1=C(C(=NC=C1C)CS(=O)C1=NC2=C(N1)C=CC(=C2)OC(C2=C(C=CC=C2)C2=CC=C(C=C2)[N+](=O)[O-])=O)C 4-Nitrophenyl-benzoic acid 2-(((4-methoxy-3,5-dimethylpyridin-2-yl) methyl) sulfinyl)-1H-benzo[d]imidazol-5-yl ester